ClC=1C=CC=2C3=C(C(N(C2C1)C=1C(=NC=CC1)C)=O)N=C(N3C)SC3=CC(=C(C=C3)F)F 7-chloro-2-((3,4-difluorophenyl)thio)-1-methyl-5-(2-methylpyridin-3-yl)-1,5-dihydro-4H-imidazo[4,5-c]quinolin-4-one